(S)-2-mercapto-1-(oxetan-2-ylmethyl)-1H-benzo[d]Imidazole-6-carboxylic acid methyl ester COC(=O)C=1C=CC2=C(N(C(=N2)S)C[C@H]2OCC2)C1